NC(COC1=C(N(N=C1)C)C1=CC=2N(C=C1)N=C(C2)NC2=NC(=NC(=C2)C)C)C21CC(C2)C1 5-[4-[2-amino-2-(3-bicyclo[1.1.1]pentanyl)ethoxy]-2-methyl-pyrazol-3-yl]-N-(2,6-dimethylpyrimidin-4-yl)pyrazolo[1,5-a]pyridin-2-amine